C(C)C1(C(C(C(C=C1C)=O)C)C)C 5-ethyl-3,4,5,6-tetramethylcyclohexen-2-one